SCCC(=O)OCCOCCOCCOCCOC(CCS)=O tetraethylene glycol bis(3-mercaptopropionate)